(9-Benzyl-3,9-diazaspiro[5.5]undecan-3-yl)(5-chloro-1-methyl-3-(5-methylisoxazol-3-yl)-1H-pyrazol-4-yl)methanone C(C1=CC=CC=C1)N1CCC2(CCN(CC2)C(=O)C=2C(=NN(C2Cl)C)C2=NOC(=C2)C)CC1